(R)-(4-(7-chloropyrazolo[1,5-a]pyridin-2-yl)-6,7-dihydro-1H-imidazo[4,5-c]pyridin-5(4H)-yl)(5-(1-(trifluoromethyl)-1H-pyrazol-4-yl)-1,3,4-oxadiazol-2-yl)methanone ClC1=CC=CC=2N1N=C(C2)[C@@H]2N(CCC1=C2N=CN1)C(=O)C=1OC(=NN1)C=1C=NN(C1)C(F)(F)F